coumarin dichloride [Cl-].[Cl-].O1C(=O)C=CC2=CC=CC=C12